(3-{5-amino-6-[1-(2,6-dichloro-3-fluoro-phenyl)-ethoxy]-pyrazin-2-yl}-phenyl)-[(3R)-3-amino-pyrrolidin-1-yl]-methanone NC=1N=CC(=NC1OC(C)C1=C(C(=CC=C1Cl)F)Cl)C=1C=C(C=CC1)C(=O)N1C[C@@H](CC1)N